benzofuran-5-yl-(3-chloro-6-fluorobenzo[b]thiophen-2-yl)methanone O1C=CC2=C1C=CC(=C2)C(=O)C2=C(C1=C(S2)C=C(C=C1)F)Cl